(R)-ethyl 3-(5-((tert-butyldimethylsilyl)oxy)-2-((2-(2-cyanophenyl)pyrimidin-4-yl)methoxy)phenyl)-2-hydroxypropanoate [Si](C)(C)(C(C)(C)C)OC=1C=CC(=C(C1)C[C@H](C(=O)OCC)O)OCC1=NC(=NC=C1)C1=C(C=CC=C1)C#N